Cl.CN1C(NC2(C1=O)CNCC2)=O 3-methyl-1,3,7-triazaspiro[4.4]nonane-2,4-dione hydrochloride